C1(CC1)CNC=1C2=C(N=C(N1)NC1=C(C=C(C=C1)S(=O)(=O)C)OC)NC=C2C#N 4-((cyclopropylmeth-yl)amino)-2-((2-methoxy-4-(methyl-sulfonyl)phenyl)amino)-7H-pyrrolo[2,3-d]pyrimidine-5-carbonitrile